ClC=1C=C(C=CC1F)NC1=NC=NC2=CC(=C(C=C12)NC(C=CCN1C[C@@H](OC(C1)=O)COC)=O)OCC1CC1 4-[(3-chloro-4-fluoro-phenyl)amino]-6-{[4-((R)-2-methoxymethyl-6-oxo-morpholin-4-yl)-1-oxo-2-buten-1-yl]amino}-7-cyclopropylmethoxy-quinazoline